N-phenyl-3-(2-pyridinyl)-phenylamine C1(=CC=CC=C1)NC1=CC(=CC=C1)C1=NC=CC=C1